C(C)(C)C1=CC(=CC2=C1N(C(N2C)=O)C)C=2C=CC=C1C=C(N=CC21)C=2C=CC(=NC2)C(=O)N 5-(8-(7-isopropyl-1,3-dimethyl-2-oxo-2,3-dihydro-1H-benzo[d]imidazol-5-yl)isoquinolin-3-yl)picolinamide